The molecule is a 6-amino-5-oxocyclohex-2-ene-1-carboxylic acid in which stereocentre attached to the carboxylic acid group has S-configuration, while that attached to the amino group has R-configuration. It is an enantiomer of a (1R,6S)-6-amino-5-oxocyclohex-2-ene-1-carboxylic acid. It is a tautomer of a (1S,6R)-6-ammonio-5-oxocyclohex-2-ene-1-carboxylate. C1C=C[C@@H]([C@H](C1=O)N)C(=O)O